ethyl-2-hydroxymethyl-1,3-propanediol C(C)C(C(CO)CO)O